(methaniminium) hexafluorophosphate F[P-](F)(F)(F)(F)F.C=[NH2+]